OC(=O)C(F)(F)F.O=C1N(C[C@H]2N1CCNC2)[C@@H]2[C@H](CCC2)C(=O)O (1S,2S)-2-[(8aS)-3-oxo-1,5,6,7,8,8a-hexahydroimidazo[1,5-a]pyrazin-2-yl]cyclopentanecarboxylic Acid TFA Salt